4-((11-(4-(3-amino-6-(2-hydroxyphenyl)pyridazin-4-yl)piperazin-1-yl)-11-oxoundecyl)oxy)-2-(2,6-dioxopiperidin-3-yl)isoindoline-1,3-dione NC=1N=NC(=CC1N1CCN(CC1)C(CCCCCCCCCCOC1=C2C(N(C(C2=CC=C1)=O)C1C(NC(CC1)=O)=O)=O)=O)C1=C(C=CC=C1)O